(S*)-N5-(3-((2r,5S)-5-(1,3-dioxoisoindolin-2-yl)-1,3-dioxan-2-yl)propyl)-3-ethyl-N7-methyl-3-phenyl-2,3-dihydrobenzofuran-5,7-dicarboxamide O=C1N(C(C2=CC=CC=C12)=O)C1COC(OC1)CCCNC(=O)C=1C=C(C2=C([C@@](CO2)(C2=CC=CC=C2)CC)C1)C(=O)NC |o1:28|